CSC1=CC=C2CCCC(C2=C1)=O 7-(methylsulfanyl)-3,4-dihydronaphthalen-1(2H)-one